C(C)(=O)OC1(CCC(CC1)CCCC)C=C Trans-4-butyl-1-vinylcyclohexyl acetate